OC1(C2=NN=C(C=3C(=CC(=C(OC(CCCCC1)C)N3)C(F)(F)F)NC(OC(C)(C)C)=O)O2)C(F)(F)F tert-butyl N-[6-hydroxy-12-methyl-6,15-bis(trifluoromethyl)-13,19-dioxa-3,4,18-triazatricyclo[12.3.1.12,5]nonadeca-1(18),2,4,14,16-pentaen-17-yl]carbamate